FC=1C=C(C(=O)NC)C=CC1C1CCNCC1 3-Fluoro-N-methyl-4-(piperidin-4-yl)benzamide